2-[(3R,5R)-3,5-dimethylpiperazin-1-yl]-6-(trifluoromethyl)-1,3-benzothiazole C[C@@H]1CN(C[C@H](N1)C)C=1SC2=C(N1)C=CC(=C2)C(F)(F)F